5,12-bis-((triisopropylsilyl)ethynyl)tetracene C(C)(C)[Si](C(C)C)(C(C)C)C#CC1=C2C=CC=CC2=C(C2=CC3=CC=CC=C3C=C12)C#C[Si](C(C)C)(C(C)C)C(C)C